[3-(1-Piperazinyl)propyl]triethoxysilan N1(CCNCC1)CCC[Si](OCC)(OCC)OCC